(2-amino-5-bromo-phenyl)-(2,6-difluorophenyl)methanone NC1=C(C=C(C=C1)Br)C(=O)C1=C(C=CC=C1F)F